3-(4-cyanophenyl)-3H-imidazo[4,5-b]pyridine-6-carboxylic acid C(#N)C1=CC=C(C=C1)N1C=NC=2C1=NC=C(C2)C(=O)O